2-(2-(1-(2,3-Difluorobenzyl)-5-oxopyrrolidin-2-yl)acetamido)-3-methyl-N-(4-methylbenzyl)butanamide FC1=C(CN2C(CCC2=O)CC(=O)NC(C(=O)NCC2=CC=C(C=C2)C)C(C)C)C=CC=C1F